FC1=CC=C(S1)CC[C@@]1(CN(CC1)C(C)(C)C=1C=NC(=CC1)C)C1OCCC=2C=NC=CC21 |o1:8| 1-((R or S)-3-(2-(5-fluoro-thiophen-2-yl)ethyl)-1-(2-(6-methylpyridin-3-yl)propan-2-yl)pyrrolidin-3-yl)-3,4-dihydro-1H-pyrano[4,3-c]pyridine